ethyl 1-(2-cyano-1-cyclopentylvinyl)-1H-pyrazole-4-carboxylate C(#N)C=C(C1CCCC1)N1N=CC(=C1)C(=O)OCC